C(CC1=CC=CC=C1)C1OCC(O1)C(CC(=O)C1=CC=CC=C1)CC 3-(2-phenethyl-1,3-dioxolan-4-yl)-1-phenylpentan-1-one